C(C=C)(=O)OC(C(C)C)S(=O)(=O)O sulfo(2-methylpropyl) acrylate